NC1CCC(CC1)NC=1C=2N(N=CC1/C(/N)=N/C1=C(C=CC(=C1)F)Cl)C=C(C2)C2=C(C=C(OCC(=O)O)C=C2)C 2-(4-(4-(((1r,4r)-4-aminocyclohexyl)amino)-3-((Z)-N'-(2-chloro-5-fluorophenyl)carbamimidoyl)pyrrolo[1,2-b]pyridazin-6-yl)-3-methylphenoxy)acetic acid